N-(2-((5-(6-methoxypyridin-3-yl)-2-((4-(4-methylpiperazin-1-yl)phenyl)amino)pyrimidin-4-yl)amino)phenyl)acrylamide COC1=CC=C(C=N1)C=1C(=NC(=NC1)NC1=CC=C(C=C1)N1CCN(CC1)C)NC1=C(C=CC=C1)NC(C=C)=O